C(C)(C)(C)C(C(C(C(=O)O)(C(C)(C)C)C(C)(C)C)(O)C(=O)O)C(=O)O.C(C)OCC ethyl ether tri-tert-butyl-citrate